NC1=CC(=C2C(N(CCCCC[C@@](C3=NN=C(C1=N2)O3)(C(F)(F)F)O)CC3=CC(=C(C=C3)F)F)=O)C(F)(F)F (6R)-17-amino-12-[(3,4-difluorophenyl)methyl]-6-hydroxy-6,15-bis(trifluoromethyl)-19-oxa-3,4,12,18-tetrazatricyclo[12.3.1.12,5]nonadeca-1(18),2,4,14,16-pentaen-13-one